COCC(C)(C)NC=1C(=NC=C(C1)C(F)(F)F)C(=O)NN 3-((1-methoxy-2-methylpropan-2-yl)amino)-5-(trifluoromethyl)pyridinecarbohydrazide